(Z,Z)-7,11-Hexadecadienyl acetate C(C)(=O)OCCCCCC\C=C/CC\C=C/CCCC